2,2'-(4',5',6'-tris(10-methylphenazin-5(10H)-yl)-2'-phenyl[1,1':3',1''-terphenyl]-4,4''-diyl)bis(benzo[d]oxazole) CN1C2=CC=CC=C2N(C=2C=CC=CC12)C1=C(C(=C(C(=C1N1C=2C=CC=CC2N(C2=CC=CC=C12)C)N1C=2C=CC=CC2N(C2=CC=CC=C12)C)C1=CC=C(C=C1)C=1OC2=C(N1)C=CC=C2)C2=CC=CC=C2)C2=CC=C(C=C2)C=2OC1=C(N2)C=CC=C1